NC1=C(C(=NC=N1)OC1=CC(=C(C=C1)NC(=O)NC1=CC(=NN1C1=CC(=CC=C1)OCC)C(C)(C)C)F)C#N (4-((6-amino-5-cyanopyrimidin-4-yl)oxy)-2-fluorophenyl)-3-(3-(tert-butyl)-1-(3-ethoxyphenyl)-1H-pyrazol-5-yl)urea